NC=1N(N=NC1C1CCCCC1)C1CCCCC1 4-amino-3,5-dicyclohexyltriazole